2-bromo-N-(2,6-dimethylphenyl)butanamide CCC(C(=O)NC1=C(C=CC=C1C)C)Br